C[N+](CCCCCC)(CCCCCC)C N,N-dimethyl-N,N-dihexylammonium